C1(CCCC1)N1C(=NC2=C1C=C(C(=C2)OCC2CN(C2)CC)OC)N 1-cyclopentyl-5-((1-ethylazetidin-3-yl)methoxy)-6-methoxy-1H-benzo[d]imidazol-2-amine